ClC=1C=C2C(=NC1SC)NN=C2 5-chloro-6-(methylsulfanyl)-1H-pyrazolo[3,4-b]pyridine